tert-Butyl (4S)-4-[(benzylamino)methyl]-2,2-dimethyl-1,3-oxazolidine-3-carboxylate C(C1=CC=CC=C1)NC[C@@H]1N(C(OC1)(C)C)C(=O)OC(C)(C)C